N-((5-(2-fluoro-3,4,5,6-tetradeuterophenyl)-1-(pyridin-3-ylsulfonyl)-1H-pyrrol-3-yl)methylene)methylolmelamine FC1=C(C(=C(C(=C1[2H])[2H])[2H])[2H])C1=CC(=CN1S(=O)(=O)C=1C=NC=CC1)C=NC1=NC(=NC(=N1)NCO)N